C(C)OC=1C(=CN(C(C1)=O)C)C=1C=NN(C1)C1=C(C#N)C(=CC=C1)C 2-[4-(4-Ethoxy-1-methyl-6-oxo-1,6-dihydro-pyridin-3-yl)-pyrazol-1-yl]-6-methyl-benzonitrile